(S)-14-(chloromethyl)-7-ethyl-7-hydroxy-10,13-dihydro-11H-[1,3]dioxolo[4,5-g]pyrano[3',4':6,7]indolizino[1,2-b]quinoline-8,11(7H)-dione-2,2-d2 ClCC1=C2C(=NC=3C=C4C(=CC13)OC(O4)([2H])[2H])C4=CC1=C(C(N4C2)=O)COC([C@]1(O)CC)=O